N8-benzyl-3-isopropyl-N6-[(3R)-tetrahydrofuran-3-yl]-[1,2,4]triazolo[4,3-b]pyridazine-6,8-diamine C(C1=CC=CC=C1)NC=1C=2N(N=C(C1)N[C@H]1COCC1)C(=NN2)C(C)C